(1R,3S,5R)-2-(2-(3-acetyl-7-methyl-5-(2-methylpyrimidin-5-yl)-1H-indazol-1-yl)acetyl)-5-methyl-N-((S)-1,4-dioxaspiro[4.5]decan-6-yl)-2-azabicyclo[3.1.0]hexane-3-carboxamide C(C)(=O)C1=NN(C2=C(C=C(C=C12)C=1C=NC(=NC1)C)C)CC(=O)N1[C@@H]2C[C@@]2(C[C@H]1C(=O)N[C@@H]1C2(OCCO2)CCCC1)C